3-[[1-(1,3-benzothiazol-2-yl)-2-(3-cyanophenyl)ethyl]sulfamoyl]benzoic acid S1C(=NC2=C1C=CC=C2)C(CC2=CC(=CC=C2)C#N)NS(=O)(=O)C=2C=C(C(=O)O)C=CC2